C1(=CC=CC=C1)C1=CC(NC=C1C(=O)N1CCNCC1)=O 4-phenyl-5-(piperazine-1-carbonyl)pyridin-2(1H)-one